ClC1=CC=C(C(=N1)C)C1=NC=CC=N1 (6-chloro-2-methylpyridin-3-yl)pyrimidine